ClC=1C=C(C=2CCC(C2C1)O)S(=O)(=O)NC1=C(C(=C(C=C1)F)C=1C=C2C=NC(=NC2=CC1)NC=1C=NN(C1)C)F 6-chloro-N-(2,4-difluoro-3-(2-((1-methyl-1H-pyrazol-4-yl)amino)quinazolin-6-yl)phenyl)-1-hydroxy-2,3-dihydro-1H-indene-4-sulfonamide